Br.C(N)(=O)C1=CC(=NC=C1)N1CCC(CC1)C(=O)OC Methyl 1-(4-carbamoyl-2-pyridyl)piperidine-4-carboxylate HBr